FC(CC1(CC1)NC(O[C@H]1CO[C@H](C1)C1=CC(=NN1)NC=1C=2N(C=CN1)N=C(C2)COC)=O)(F)F (3R,5R)-5-(3-((2-(methoxymethyl) pyrazolo[1,5-a]pyrazin-4-yl)amino)-1H-pyrazol-5-yl)tetrahydrofuran-3-yl (1-(2,2,2-trifluoroethyl)cyclopropyl)carbamate